ethyl 5-(((1R)-1-(2-(((tert-butoxycarbonyl)amino)methyl)-5-fluoro-2-(fluoromethyl)-2,3-dihydrobenzofuran-7-yl)ethyl)amino)pyrazolo[1,5-a]pyrimidine-3-carboxylate C(C)(C)(C)OC(=O)NCC1(OC2=C(C1)C=C(C=C2[C@@H](C)NC2=NC=1N(C=C2)N=CC1C(=O)OCC)F)CF